CNC(C(=O)O)C(CCC=CC)=O (methylamino)-3-oxo-6-octenoic acid